3-amino-N-(7-{9-amino-2-methyl-1,4-dioxa-7-azaspiro[4.4]nonan-7-yl}-2H,3H,4H-pyrano[2,3-b]pyridin-3-yl)-5-fluoro-6-methylthieno[2,3-b]pyridine-2-carboxamide NC1=C(SC2=NC(=C(C=C21)F)C)C(=O)NC2CC=1C(=NC(=CC1)N1CC3(OCC(O3)C)C(C1)N)OC2